C1(=C(C(=C(C2=C(C(=C(C(=C12)[2H])[2H])[2H])[2H])[2H])[2H])C1=CC(=CC=2C3=CC=CC=C3NC12)C=1C=CC=2N(C3=CC=CC=C3C2C1)C1=C(C(=C(C(=C1[2H])[2H])[2H])[2H])[2H])[2H] (2-naphthyl-1,3,4,5,6,7,8-d7)-9'-(phenyl-2,3,4,5,6-d5)-3,3'-bi-9H-carbazole